C#CCCCC hexayne